3-(3-(Difluoromethoxy)phenyl)-1-(4-fluorophenyl)-1H-pyrazolo[4,3-b]pyridine-6-carboxylic acid FC(OC=1C=C(C=CC1)C1=NN(C=2C1=NC=C(C2)C(=O)O)C2=CC=C(C=C2)F)F